1,6-dihydro-3-pyridinecarboxylic acid N1C=C(C=CC1)C(=O)O